Ethyl 1-azido-3,6,9,12,15,18-hexaoxahenicosan-21-oate N(=[N+]=[N-])CCOCCOCCOCCOCCOCCOCCC(=O)OCC